1-(2-amino-6-methyl-pyrimidin-4-yl)-7-(2-fluorophenyl)azepan-4-one NC1=NC(=CC(=N1)N1CCC(CCC1C1=C(C=CC=C1)F)=O)C